2-(2-Morpholin-4-yl-ethyl)-3-oxo-2,3-dihydro-1H-isoindole-4-carboxylic acid N1(CCOCC1)CCN1CC=2C=CC=C(C2C1=O)C(=O)O